C(C)C(C(=O)[O-])CCCC.OC(C[N+](C)(C)C)C N-(2-hydroxypropyl)-N,N,N-trimethylammonium 2-ethylhexanoate